2-Nitro-4-(Methyl-Sulfonyl)Benzoic Acid [N+](=O)([O-])C1=C(C(=O)O)C=CC(=C1)S(=O)(=O)C